benzyl (3S,5R)-3-amino-5-methyl-piperidine-1-carboxylate N[C@@H]1CN(C[C@@H](C1)C)C(=O)OCC1=CC=CC=C1